COC=1C=C(C=C[N+](=O)[O-])C=C(C1OCC(F)(F)F)OC 3,5-Dimethoxy-4-(2,2,2-trifluoroethoxy)-β-nitrostyrene